C(C)(C)OC[C@@H]1CC([C@@]2(CCCN12)COC(C1=CC=CC=C1)(C1=CC=CC=C1)C1=CC=CC=C1)C=CC(=O)N (3s,7as)-3-(isopropoxymethyl)-7a-((trityloxy)methyl)hexahydro-1H-pyrrolizineAcrylamide